3-((3,4,5-trifluorobenzyl)oxy)-8,9,9a,10-tetrahydropyrimido[6',1':2,3]imidazo[1,5-c][1,3]oxazin-1(6H)-one FC=1C=C(COC2=NC(N3C(N4COCCC4C3)=C2)=O)C=C(C1F)F